6-O-dodecanoyl-ascorbic acid C(CCCCCCCCCCC)(=O)OC[C@@H]([C@@H]1C(=C(C(=O)O1)O)O)O